CN(C)CC1=CC=C(C=C1)C(CCC(=O)N1CCN(CC1)C1=C(C=CC=C1)C)=O 1-[4-(dimethylaminomethyl)phenyl]-4-[4-(o-tolyl)piperazin-1-yl]butane-1,4-dione